O1CCOC12CCC(CC2)N2CCN(C1=CC=CC=C21)[C@@H]2C(NC(CC2)=O)=O (3S)-3-[4-(1,4-dioxaspiro[4.5]decan-8-yl)-2,3-dihydroquinoxalin-1-yl]piperidine-2,6-dione